3-((4-(4-(trifluoromethyl)phenyl)phthalazin-1-yl)amino)tetrahydrothiophene 1,1-dioxide FC(C1=CC=C(C=C1)C1=NN=C(C2=CC=CC=C12)NC1CS(CC1)(=O)=O)(F)F